bis(trifluoromethanesulfonyl) oxide FC(S(=O)(=O)OS(=O)(=O)C(F)(F)F)(F)F